(6-hydrazinylpyridin-3-yl)(pyrrolidin-1-yl)methanone N(N)C1=CC=C(C=N1)C(=O)N1CCCC1